O1-tert-butyl O3-methyl 3-(3-oxopropyl)azetidine-1,3-dicarboxylate O=CCCC1(CN(C1)C(=O)OC(C)(C)C)C(=O)OC